O1C(=CC=C1C(=O)O)C(=O)O FURAN-2,5-DICARBOXYLIC ACID